C(O)(O)=O.N1=CC=CC=C1.N1=CC=CC=C1 dipyridine carbonate